nitric acid, cyanide [N+](=O)([O-])C#N